N-(3-aminopropyl)-2-((4-(trifluoromethyl)benzyl)thio)benzo[d]oxazole-7-carboxamide hydrochloride Cl.NCCCNC(=O)C1=CC=CC=2N=C(OC21)SCC2=CC=C(C=C2)C(F)(F)F